N'-[(2E)-1,1,1-trifluoropropane-2-ylidene]benzohydrazide FC(\C(\C)=N\NC(C1=CC=CC=C1)=O)(F)F